OCCCON amino hydroxypropyl ether